2-(4-bromophenyl)-5-methoxy-1,9-dihydrobenzopyrano[2,3-d]Imidazole BrC1=CC=C(C=C1)C=1NC2=C(N1)OC1=C(C2)C=CC=C1OC